7-((4-phenoxybutyryl)glycyl)-1,4-dioxa-7-azaspiro[4.4]Nonane-8-carboxamide O(C1=CC=CC=C1)CCCC(=O)NCC(=O)N1CC2(OCCO2)CC1C(=O)N